1-((5-(tert-butylsulfonyl)-3-iodopyrazolo[1,5-a]pyridin-6-yl)oxy)propan-2-ol C(C)(C)(C)S(=O)(=O)C1=CC=2N(C=C1OCC(C)O)N=CC2I